COC(=O)C=1C=C(C=CC1)C1(CC1)NC(=O)C=1C=NN2C1CN(CC2)C(=O)OC(C)(C)C tert-butyl 3-(1-[3-(methoxycarbonyl)phenyl]cyclopropylcarbamoyl)-4H,5H,6H,7H-pyrazolo[1,5-a]pyrazine-5-carboxylate